7-fluoro-5-[(4-methoxyphenyl)methoxy]-3-methyl-quinazolin-4-one FC1=CC(=C2C(N(C=NC2=C1)C)=O)OCC1=CC=C(C=C1)OC